3-[8-[(1R,2R)-2-hydroxycyclohexyl]-4-methyl-6,7-dihydropyridazino[4,3-b][1,4]oxazin-3-yl]bicyclo[4.2.0]octa-1,3,5-trien-2-ol O[C@H]1[C@@H](CCCC1)N1C2=C(OCC1)C(=C(N=N2)C=2C(=C1CCC1=CC2)O)C